ClC1=NC=CC(=N1)C1=C(N=C(S1)C1CCN(CC1)C(=O)C1CCN(CC1)C(=O)OC(C)(C)C)C1=C(C(=CC=C1)NC(=O)OCC=C)F tert-butyl 4-{4-[5-(2-chloropyrimidin-4-yl)-4-(2-fluoro-3-{[(prop-2-en-1-yloxy)carbonyl]amino}phenyl)-1,3-thiazol-2-yl]piperidine-1-carbonyl}piperidine-1-carboxylate